1-(4-ethylphenyl)propan-1-one C(C)C1=CC=C(C=C1)C(CC)=O